2-[4-(benzyloxymethyl)cyclohexyl]-N-(1-chloropropyl-2-oxo-3-pyridinyl)-6-isopropoxy-indazole-5-carboxamide C(C1=CC=CC=C1)OCC1CCC(CC1)N1N=C2C=C(C(=CC2=C1)C(=O)NC=1C(NC=CC1C(CC)Cl)=O)OC(C)C